6-chloro-N-(2,4-difluoro-3-{2-[(1-isopropylpiperidin-4-yl)amino]quinazolin-6-yl}phenyl)-1-hydroxy-2,3-dihydro-1H-indene-4-sulfonamide ClC=1C=C(C=2CCC(C2C1)O)S(=O)(=O)NC1=C(C(=C(C=C1)F)C=1C=C2C=NC(=NC2=CC1)NC1CCN(CC1)C(C)C)F